5-(2-amino-4-chlorophenyl)-2-(3-methoxybenzyl)-1-methyl-1H-imidazole-4-carboxylic acid ethyl ester C(C)OC(=O)C=1N=C(N(C1C1=C(C=C(C=C1)Cl)N)C)CC1=CC(=CC=C1)OC